C[N+](C)(C)CCOP(=O)([O-])OC1=CC=C(C=C1)N 4-aminophenyl-phosphorylcholine